ClC1=C(C=CC=C1)CN1N=C(C=C1C1=CC(=CC=C1)OC)COC(C(=O)NS(=O)(=O)C)(C)C 2-([1-[(2-chlorophenyl)methyl]-5-(3-methoxyphenyl)1H-pyrazol-3-yl]methoxy)-2-methyl-N-methanesulfonyl-propionamide